1-[4-(N-2-methoxybenzoylsulfamoyl)phenyl]-3,3-dimethoxyurea COC1=C(C(=O)NS(=O)(=O)C2=CC=C(C=C2)NC(=O)N(OC)OC)C=CC=C1